tris[(trimethylsilyl)methyl]arsenic (III) dichloride C[Si](C)(C)C[As-2](C[Si](C)(C)C)(C[Si](C)(C)C)(Cl)Cl